5-bromo-2-[3-(difluoromethoxy)phenoxy]pyrimidine BrC=1C=NC(=NC1)OC1=CC(=CC=C1)OC(F)F